C(CCCCCCCCCCC)OCCCNCC(C)N N-[3-(dodecyloxy)propyl]propylenediamine